N[C@H](C(=O)O)CCC(=O)NC(C)(C)C (S)-2-amino-5-(tert-butylamino)-5-oxopentanoic acid